bis(tridecyl)-1,2,3,4-butanetetracarboxylate C(CCCCCCCCCCCC)OC(=O)CC(C(CC(=O)[O-])C(=O)[O-])C(=O)OCCCCCCCCCCCCC